(R)-N-(2,6-dimethylpyrimidin-4-yl)-5-[2-methyl-5-(7-oxaspiro[3.4]octan-6-ylmethoxy)-4-pyridyl]pyrazolo[1,5-a]pyridin-2-amine CC1=NC(=CC(=N1)NC1=NN2C(C=C(C=C2)C2=CC(=NC=C2OC[C@H]2CC3(CCC3)CO2)C)=C1)C